C[Si](CCOCN1N=CC2=CC=C(C=C12)N1C(=CC=C1)C#N)(C)C 1-(1-{[2-(Trimethylsilyl)ethoxy]methyl}-1H-indazol-6-yl)-1H-pyrrole-2-carbonitrile